C1=CC(=CC(C1C(=O)O)(O)O)C(=O)O dihydroxy-3,5-cyclohexadiene-1,4-dicarboxylic acid